FC1=CC=C2C(C3C(NC2=C1)C1=C(S(C3)=O)C=3C=CC=CC3OC1)(C)C 10-fluoro-7,7-dimethyl-6a,7,12,12a-tetrahydro-6H,13H-chromeno[3',4':5,6]thiopyrano[4,3-b]quinolone